Pyrazole-3-carboxylic acid N-(piperidin-4-yl) amide N1CCC(CC1)NC(=O)C1=NNC=C1